1,1-difluoro-5-phenylpentan-2-one FC(C(CCCC1=CC=CC=C1)=O)F